2-(Dimethoxymethyl)benzyl-(methyl)carbamic acid tert-butyl ester C(C)(C)(C)OC(N(C)CC1=C(C=CC=C1)C(OC)OC)=O